2-({2-[4-(2-hydroxy-2-methylpropoxy)pyridin-2-yl]-5H,6H,7H-cyclopenta[d]pyrimidin-4-yl}(methyl)amino)-N-(2,2,2-trifluoroethyl)acetamide OC(COC1=CC(=NC=C1)C=1N=C(C2=C(N1)CCC2)N(CC(=O)NCC(F)(F)F)C)(C)C